N-(5-cyclopropyl-1H-pyrazol-3-yl)-2-(1-(4-fluoro-3-methyl-phenyl)-1H-pyrazol-4-yl)acetamide C1(CC1)C1=CC(=NN1)NC(CC=1C=NN(C1)C1=CC(=C(C=C1)F)C)=O